2-(4-(2-(4-cinnamylpiperazin-1-yl)ethoxy)phenyl)-N-cyclopropyl-1H-benzo[d]imidazole-5-carboxamide C(C=CC1=CC=CC=C1)N1CCN(CC1)CCOC1=CC=C(C=C1)C1=NC2=C(N1)C=CC(=C2)C(=O)NC2CC2